N1=C(C=NC=C1)[C@@H](C)NC(=O)[C@@H]1CN(CC[C@H]1NC(=O)C1=NOC(=C1)C1=C(C=C(C=C1F)F)F)CC1CC1 (3R,4R)-1-Cyclopropylmethyl-4-{[5-(2,4,6-trifluoro-phenyl)-isoxazole-3-carbonyl]-amino}-piperidine-3-carboxylic acid ((R)-1-pyrazin-2-yl-ethyl)-amide